CC1=NOC(=C1C1=CC2=C(N(C(=N2)[C@H]2N(C(CC2)=O)C=2C=C(C#N)C=C(C2)F)[C@H]2CN(CC2)S(=O)(=O)C)C=C1)C 3-((S)-2-(5-(3,5-dimethylisoxazol-4-yl)-1-((R)-1-(methylsulfonyl)pyrrolidin-3-yl)-1H-benzo[d]imidazol-2-yl)-5-oxopyrrolidin-1-yl)-5-fluorobenzonitrile